sodium dodecyl benzenesulfonate, disodium salt [Na].[Na].C1(=CC=CC=C1)S(=O)(=O)OCCCCCCCCCCCC.[Na]